2-[[4-[2-[(4-cyano-2-fluoro-phenyl)methoxy]-5-fluoro-pyrimidin-4-yl]-2,5-difluoro-phenyl]methyl]-3-[[(2S)-oxetan-2-yl]methyl]benzimidazole-5-carboxylic acid C(#N)C1=CC(=C(C=C1)COC1=NC=C(C(=N1)C1=CC(=C(C=C1F)CC=1N(C2=C(N1)C=CC(=C2)C(=O)O)C[C@H]2OCC2)F)F)F